4-chloro-3-fluoro-5-methoxy-2-nitro-1-oxido-pyridin-1-ium ClC1=C(C(=[N+](C=C1OC)[O-])[N+](=O)[O-])F